(3-Bromoquinolin-2-yl)-1-methylpyrrolidin-2-one BrC=1C(=NC2=CC=CC=C2C1)C1C(N(CC1)C)=O